o-aminothiophenolate NC1=C(C=CC=C1)[S-]